5-(3-cyano-4-fluorobenzyl)pyridin C(#N)C=1C=C(CC=2C=CC=NC2)C=CC1F